2-[[8-(2,6-difluorophenyl)-5-methyl-13-morpholino-3,4,7,9,12-pentazatricyclo[8.4.0.02,6]tetradeca-1(10),2(6),4,7,11,13-hexaen-3-yl]methoxy]ethyl-trimethyl-silane FC1=C(C(=CC=C1)F)C1=NC=2C(=NN(C2C=2C=C(N=CC2N1)N1CCOCC1)COCC[Si](C)(C)C)C